3-Iodo-Tyrosin IC=1C=C(C[C@H](N)C(=O)O)C=CC1O